CCCCCCC/C=C\CCCCCCCC(=O)O[C@H](COC(=O)CCCCCCCCC/C=C\C/C=C\CCCCC)COP(=O)(O)OC[C@H](CO)O 1-(11Z,14Z-eicosadienoyl)-2-(9Z-heptadecenoyl)-glycero-3-phospho-(1'-sn-glycerol)